BrC1=CC2=C(N=C(N=C2)NC2=NN(C=C2)C)N2C1=NCC2 6-bromo-N-(1-methyl-1H-pyrazol-3-yl)-8,9-dihydroimidazo[1',2':1,6]pyrido[2,3-d]pyrimidin-2-amine